2-(4-cyclopropyl-2,6-dimethylphenyl)-6-{[(3R)-oxolan-3-yl]oxy}-2,5-dihydro-4H-pyrazolo[3,4-d]pyrimidin-4-one C1(CC1)C1=CC(=C(C(=C1)C)N1N=C2N=C(NC(C2=C1)=O)O[C@H]1COCC1)C